FC1=CC=C(C=C1)CC(=O)NC1=NC=CC(=C1)C1=C(C=2C(NC(CC2N1)(C)C)=O)NC1=NC(=CC=C1)F 2-(4-Fluorophenyl)-N-(4-{3-[(6-fluoropyridin-2-yl)amino]-6,6-dimethyl-4-oxo-4,5,6,7-tetrahydro-1H-pyrrolo[3,2-c]pyridin-2-yl}pyridin-2-yl)acetamid